6-(4-isopropyl-1,2,4-triazol-3-yl)picolinic acid C(C)(C)N1C(=NN=C1)C1=CC=CC(=N1)C(=O)O